(S)-4-amino-6-chloro-2-(1-cyclopropylethyl)-1H-pyrrolo[3,4-c]pyridin-3(2H)-one NC1=NC(=CC2=C1C(N(C2)[C@@H](C)C2CC2)=O)Cl